C[Si](CCOCN1C=NC2=C1C=CC=C2COC2=NN=C(S2)N)(C)C 5-[(1-[[2-(trimethylsilyl)ethoxy]methyl]-1,3-benzodiazol-4-yl)methoxy]-1,3,4-thiadiazol-2-amine